4-(3-(2-methoxy-6-methylpyridin-3-yl)pyrazolo[1,5-a]pyrimidin-5-yl)piperazine-1-carboxylic acid tert-butyl ester C(C)(C)(C)OC(=O)N1CCN(CC1)C1=NC=2N(C=C1)N=CC2C=2C(=NC(=CC2)C)OC